CN(C1CCN(CC1)C1=C(C=C(C=N1)CC=1N=C2C(=NC(=NN2C1)OC(CC)CCC)N)C)C ((6-(4-(dimethylamino)piperidin-1-yl)-5-methylpyridin-3-yl)methyl)-2-(hexane-3-yloxy)imidazo[2,1-f][1,2,4]triazin-4-amine